Cl.O[C@@H]1C[C@H](NC1)C(=O)OC methyl (4R)-4-hydroxy-L-prolinate hydrochloride